O[C@@H](CNC1COC2(C1)CCN(CC2)S(=O)(=O)C=2C=C(C#N)C=CC2)COC2=CC(=CC=C2)S(=O)(=O)C 3-(3-((S)-2-hydroxy-3-(3-(methylsulfonyl)phenoxy)propylamino)-1-oxa-8-azaspiro[4.5]decan-8-ylsulfonyl)benzonitrile